ClC1=C(C(=O)OC)C=C(C=C1)OC=1NC=2C(=NC(=C(C2)Cl)C2=CC=C(C=C2)C2=CC=C(C=C2)CNCCOCCO)N1 methyl 2-chloro-5-((6-chloro-5-(4'-(((2-(2-hydroxyethoxy)ethyl)amino)methyl)-[1,1'-biphenyl]-4-yl)-1H-imidazo[4,5-b]pyridin-2-yl)oxy)benzoate